O=C1C(C(CC(C1)C1=CC=CC=C1)=O)=CNCC(=O)NCC(=O)O ((2,6-dioxo-4-phenylcyclohexylidene)methyl)glycylglycine